FC=1C=CC(=NC1C(F)(F)F)[C@@H](NC(=O)[C@H]1NC(NC1)=O)C1=CC=C(C=C1)OC(F)(F)F (S)-N-((S)-(5-fluoro-6-(trifluoromethyl)pyridin-2-yl)(4-(trifluoromethoxy)phenyl)-methyl)-2-oxoimidazolidine-4-carboxamide